(2R,3R,4S,5R,6S)-2-(acetoxymethyl)-6-mercaptotetrahydro-2H-pyran-3,4,5-triyl triacetate C(C)(=O)O[C@@H]1[C@H](O[C@H]([C@@H]([C@H]1OC(C)=O)OC(C)=O)S)COC(C)=O